FC1=CC=C(C=C1)N(C(=O)C1(CC1)C(=O)N)C1=CC=C(C=C1)OC1=CC=NC2=CC(=C(C=C12)C(NC)=O)OC N-(4-fluorophenyl)-N-(4-((7-methoxy-6-(methylcarbamoyl)quinolin-4-yl)oxy)phenyl)cyclopropane-1,1-dicarboxamide